1-(5-bromo-2-(difluoromethoxy)phenyl)-6-amino-1H-pyrazolo[4,3-c]Pyridine-3-carboxylic acid methyl ester COC(=O)C1=NN(C2=C1C=NC(=C2)N)C2=C(C=CC(=C2)Br)OC(F)F